(S)-2-((4-((6-((4-cyano-2-fluorophenoxy)methyl)pyridin-2-yl)oxy)piperidin-1-yl)methyl)-1-(oxetane-2-ylmethyl)-1H-benzo[d]imidazole-6-carboxylic acid C(#N)C1=CC(=C(OCC2=CC=CC(=N2)OC2CCN(CC2)CC2=NC3=C(N2C[C@H]2OCC2)C=C(C=C3)C(=O)O)C=C1)F